Hypotaurine NCCS(=O)O